1-(5-fluoro-1H-pyrrolo[2,3-b]pyridin-4-yl)ethan-1-one tert-butyl-2-hydroxy-5-methyl-7,8-dihydro-1,6-naphthyridine-6(5H)-carboxylate C(C)(C)(C)OC(=O)N1C(C=2C=CC(=NC2CC1)O)C.FC=1C(=C2C(=NC1)NC=C2)C(C)=O